(S)-(4-(4-fluorobenzo[d]thiazol-2-yl)-6,7-dihydro-1H-imidazo[4,5-c]pyridin-5(4H)-yl)(5-(pyridin-2-yl)-1,3,4-oxadiazol-2-yl)methanone FC1=CC=CC2=C1N=C(S2)[C@H]2N(CCC1=C2N=CN1)C(=O)C=1OC(=NN1)C1=NC=CC=C1